dithiazolobenzothiophene S1SNC=2C1=C1C(C=CS1)=CC2